2-(4-(2-((5-(1,3-dimethyl-1H-pyrazol-5-yl)benzo[d]thiazol-2-yl)amino)-2-oxoethyl)-2-fluorophenoxy)nicotinamide CN1N=C(C=C1C=1C=CC2=C(N=C(S2)NC(CC2=CC(=C(OC3=C(C(=O)N)C=CC=N3)C=C2)F)=O)C1)C